(4-(1-(3-(Cyanomethyl)-1-(ethylsulfonyl)azetidin-3-yl)-1H-pyrazol-4-yl)-7H-pyrrolo[2,3-d]pyrimidin-7-yl)(S)-2-(4-isobutylphenyl)propionic acid methyl ester COC([C@](C)(C1=CC=C(C=C1)CC(C)C)N1C=CC2=C1N=CN=C2C=2C=NN(C2)C2(CN(C2)S(=O)(=O)CC)CC#N)=O